CS(=O)(=O)OCC=1C=NC(=CC1)N1N=CC(=C1)C1=C(C(=NC=C1)N)[N+](=O)[O-] (6-(4-(2-amino-3-nitropyridin-4-yl)-1H-pyrazol-1-yl)pyridin-3-yl)methyl methanesulfonate